(S)-2-(2-benzylpiperidin-1-yl)-6-morpholinopyrimidin-4(3H)-one C(C1=CC=CC=C1)[C@H]1N(CCCC1)C1=NC(=CC(N1)=O)N1CCOCC1